(R)-N-(4-([1,2,4]triazolo[1,5-a]pyridin-7-yloxy)-3-methylphenyl)-5-fluoro-6-(3-methylpiperazin-1-yl)quinazolin-4-amine hydrochloride Cl.N=1C=NN2C1C=C(C=C2)OC2=C(C=C(C=C2)NC2=NC=NC1=CC=C(C(=C21)F)N2C[C@H](NCC2)C)C